4-chloro-1-(2-(dimethylamino)ethoxy)-6-fluoro-9H-carbazol-2-amine ClC1=CC(=C(C=2NC3=CC=C(C=C3C12)F)OCCN(C)C)N